(R)-3-chloro-1-phenyl-1-propanol ClCC[C@@H](O)C1=CC=CC=C1